2-(4-(4-methoxybenzyl)-3,4-dihydro-2H-benzo[b][1,4]oxazin-6-yl)malonic acid dimethyl ester COC(C(C(=O)OC)C1=CC2=C(OCCN2CC2=CC=C(C=C2)OC)C=C1)=O